4-((trans-1-(3-Chlorobenzyl)-2-methylpiperidin-4-yl)amino)-N-methyl-1H-pyrrolo[2,3-b]pyridine-5-carboxamide ClC=1C=C(CN2[C@H](C[C@@H](CC2)NC2=C3C(=NC=C2C(=O)NC)NC=C3)C)C=CC1